1-((3R,4R)-3-((1-(cyclopentylmethyl)-6-((5-methylthiazol-2-yl)amino)-1H-pyrrolo[3,2-c]pyridin-4-yl)oxy)-4-fluoropyrrolidin-1-yl)prop-2-en-1-one C1(CCCC1)CN1C=CC=2C(=NC(=CC21)NC=2SC(=CN2)C)O[C@@H]2CN(C[C@H]2F)C(C=C)=O